2-(difluoromethoxy)ethan-1-ol FC(OCCO)F